6-(2-furyl)-5-methoxy-N4-[[3-(trifluoromethyl)phenyl]methyl]pyrimidine-2,4-diamine O1C(=CC=C1)C1=C(C(=NC(=N1)N)NCC1=CC(=CC=C1)C(F)(F)F)OC